OC1=CC=C(C2OC3=C(C(=CC(=C3CC2)OC)OC)C)C=C1 4'-hydroxy-5,7-dimethoxy-8-methylflavan